NC1=NC=CN=C1 amino-pyrazin